3-chloro-5-methyl-4-nitro-1-(tetrahydro-2H-pyran-4-yl-4-d)-1H-pyrazole ClC1=NN(C(=C1[N+](=O)[O-])C)C1(CCOCC1)[2H]